COC=1CCCN1 5-methoxy-3,4-dihydro-2H-pyrrole